C(C1=CC=CC=C1)(=O)C1=C(C=C(OCCCN(CC(=O)O)C2=C(C=CC(=C2)[N+]#[C-])C)C=C1)O 3-(4-benzoyl-3-hydroxyphenoxy)propyl-(5-isocyano-2-methylphenyl)glycine